O1C(CCCC1)N1N=C(C2=CC(=CC=C12)O)C=1C=NN(C1)COCC[Si](C)(C)C 1-tetrahydropyran-2-yl-3-[1-(2-trimethylsilylethoxymethyl)pyrazol-4-yl]indazol-5-ol